cetyl-arachidyl alcohol C(CCCCCCCCCCCCCCC)CCCCCCCCCCCCCCCCCCCCO